N-(5-(3-amino-5-(3,5-dimethylisoxazol-4-yl)phenoxy)-2-methylphenyl)-3-methoxypropanamide NC=1C=C(OC=2C=CC(=C(C2)NC(CCOC)=O)C)C=C(C1)C=1C(=NOC1C)C